benzyl-dimethyl-phenyl-ammonium hydroxide [OH-].C(C1=CC=CC=C1)[N+](C1=CC=CC=C1)(C)C